ethyl P-(4-(5-(chlorodifluoromethyl)-1,2,4-oxadiazol-3-yl)-2-fluorobenzyl)-N-(2,4-dichlorophenyl)phosphonamidate ClC(C1=NC(=NO1)C1=CC(=C(CP(OCC)(=O)NC2=C(C=C(C=C2)Cl)Cl)C=C1)F)(F)F